COC(C)=O.C[Si](C)C trimethyl-silicon methyl-acetate